trifluoromethyl-pyrrolidin tert-butyl-(1-(6-formylquinolin-2-yl)piperidin-4-yl)(methyl)carbamate C(C)(C)(C)OC(N(C)C1CCN(CC1)C1=NC2=CC=C(C=C2C=C1)C=O)=O.FC(F)(F)N1CCCC1